NC1=CC(=NC=C1F)C(=O)N1CCN(CC1)C (4-amino-5-fluoropyridin-2-yl)(4-methylpiperazin-1-yl)methanone